1,3,5-triazine-2,4-dithiol monosodium [Na].N1=C(N=C(N=C1)S)S